C(C)NC1=C2C(=NC(=C1)NC1=C(C=C(C=C1)C(=O)N1CCOCC1)OC)NC=C2C(F)(F)F (4-((4-(Ethylamino)-3-(trifluoromethyl)-1H-pyrrolo[2,3-b]pyridin-6-yl)amino)-3-methoxyphenyl)(morpholino)methanon